Tert-butyl-heptane C(C)(C)(C)CCCCCCC